COC1=C(OC2=CC=C(C=C2)C2=CC3=C(C(N(C(O3)=O)CC(=O)O)=O)N=C2)C=CC=C1 2-{7-[4-(2-methoxyphenoxy)phenyl]-2,4-dioxo-2H-pyrido[2,3-e][1,3]oxazin-3(4H)-yl}acetic acid